2-(Aminomethyl)-N-(4-methoxybenzyl)aniline NCC1=C(NCC2=CC=C(C=C2)OC)C=CC=C1